ClC1=CC=C(N)C(=C1)OCCOC 4-chloro-6-(2-methoxyethoxy)aniline